COC=1C=C(C=NC1NC1=NNC2=CC(=CC=C12)[C@@H]1C[C@@]12C(NC1=CC=C(C=C21)OC)=O)S(=O)(=O)N(C)C 5-methoxy-6-({6-[(1r,2s)-5'-methoxy-2'-oxo-1',2'-dihydrospiro[cyclopropan-1,3'-indol]-2-yl]-1H-indazol-3-yl}amino)-N,N-dimethylpyridine-3-sulfonamide